O1N=CC2=C1C=C(C=C2)CO Benzo[d]isoxazol-6-ylmethanol